5-methoxy-2,6-dichloropyrimidine COC=1C=NC(=NC1Cl)Cl